N-(m-tolyl)cinnamamide C1(=CC(=CC=C1)NC(C=CC1=CC=CC=C1)=O)C